2-(4-(2-chloro-5-nitropyridin-4-yl)morpholin-3-yl)acetate ClC1=NC=C(C(=C1)N1C(COCC1)CC(=O)[O-])[N+](=O)[O-]